C(C(C)C)(=O)NC1CCC(CC1)NC(C1=C(C=CC=C1)C)=O N-((1s,4s)-4-isobutyramidocyclohexyl)-2-methylbenzamide